C(CCCC)[C@@H]1CC[C@H](CC1)C1=C(C#N)C=CC=C1 (trans-4-pentylcyclohexyl)benzonitrile